(3S,4R)-4-((5-chloro-4-(8-fluoro-3-((S)-1-hydroxyethyl)-2,4-dimethylquinolin-6-yl)pyrimidin-2-yl)amino)tetrahydro-2H-pyran-3-ol ClC=1C(=NC(=NC1)N[C@H]1[C@@H](COCC1)O)C=1C=C2C(=C(C(=NC2=C(C1)F)C)[C@H](C)O)C